4-(2,4-difluorophenyl)-6,7-dimethyl-5,6,7,8-tetrahydropteridine FC1=C(C=CC(=C1)F)C1=NC=NC=2NC(C(NC12)C)C